FC=1C=C(C=CC1)C1=NC2=CC(=CC=C2C=C1)C(=C(C#N)C#N)OC 2-((2-(3-fluorophenyl)quinolin-7-yl)(methoxy)methylene)malononitrile